NC1=NC=CC=C1C1=NC=2C(=NC(=CC2)N2N=CC=C2)N1C=1C=C2CC[C@@H](C2=CC1)N1C(C2=CC(=C(C=C2CC1)O)C=O)=O 2-[(1S)-5-[2-(2-aminopyridin-3-yl)-5-(pyrazol-1-yl)imidazo[4,5-b]pyridin-3-yl]-2,3-dihydro-1H-inden-1-yl]-6-hydroxy-1-oxo-3,4-dihydroisoquinoline-7-carbaldehyde